di-t-butyl-titanium dichloride [Cl-].[Cl-].C(C)(C)(C)[Ti+2]C(C)(C)C